(E)-2-(((4-ethoxy-4-oxobut-2-en-1-yl) thio) (3-methoxyphenyl) methyl)-2-hydroxymalonate C(C)OC(/C=C/CSC(C(C(=O)[O-])(C(=O)[O-])O)C1=CC(=CC=C1)OC)=O